4-((4-cyanophenyl)sulfonyl)-N-phenyl-1-(3,4,5-trihydroxybenzoyl)piperazine-2-carboxamide C(#N)C1=CC=C(C=C1)S(=O)(=O)N1CC(N(CC1)C(C1=CC(=C(C(=C1)O)O)O)=O)C(=O)NC1=CC=CC=C1